CC1=NC(=CC(=N1)OCCC1(N(CCOC1)C(C=C)=O)C(=O)N)NC=1SC(=CN1)C1=CC=CC=C1 [2-[2-methyl-6-[(5-phenylthiazol-2-yl)amino]pyrimidin-4-yl]oxyethyl]-4-prop-2-enoyl-morpholine-3-carboxamide